2,5-dimethoxy-4-(2-fluoroethylsulfanyl)-phenethylamine COC1=C(CCN)C=C(C(=C1)SCCF)OC